ClC=1C(=C(C=CC1Cl)NC=1C2=C(N=CN1)C=CC(=N2)C21CN(CC1C2)C(=O)OCC2=CC=CC=C2)F Benzyl 1-(4-((3,4-dichloro-2-fluorophenyl)amino)pyrido[3,2-d]pyrimidin-6-yl)-3-azabicyclo[3.1.0]hexane-3-carboxylate